C(C=CC)OC1=C(C=CC=C1)C#CC1=CC=CC=C1 1-(but-2-en-1-yloxy)-2-(phenylethynyl)benzene